CP(C1=C(C=C(C=C1)NC(=O)C=1C=NN(C1C(F)(F)F)C1=C2C=CN=C(C2=CC=C1)OC)C(F)(F)F)C N-(4-(dimethylphosphino)-3-(trifluoromethyl)phenyl)-1-(1-methoxyisoquinolin-5-yl)-5-(trifluoromethyl)-1H-pyrazole-4-carboxamide